(R*)-7-chloro-8-fluoro-12-(5-(1-methyl-1H-1,2,3-triazol-5-yl)-1H-imidazol-2-yl)-13,14-dihydro-2H-spiro[benzo[5,6]azocino[4,3-g]indolizine-3,1'-cyclopropane]-1,10(4H,12H)-dione ClC1=C2C(C=3C(CN4C(CC5(CC5)[C@@H]4C3CN=C1)=O)C=1NC(=CN1)C1=CN=NN1C)=CC(C=C2F)=O |o1:13|